C1=C(C=CC2=CC=CC=C12)C(=O)N[C@@H](C(=O)N1[C@@H](CCC1)C(=O)NC(C(C(=O)NCC(=O)OC)=O)C(C)C)CC1CCCCC1 methyl (3-((S)-1-((R)-2-(2-naphthamido)-3-cyclohexylpropanoyl)pyrrolidine-2-carboxamido)-4-methyl-2-oxopentanoyl)glycinate